acrylic acid-vinyl-2-hydroxyethoxy-acrylamide C(=C)C=C(C(=O)N)OCCO.C(C=C)(=O)O